NC=1C=2N(C3=CC(=CC=C3N1)C(=O)N1C(COCC1)C1=CC=C(C=C1)C(F)(F)F)C=NN2 (4-amino-[1,2,4]triazolo[4,3-a]quinoxalin-8-yl)(3-(4-(trifluoromethyl)phenyl)morpholino)methanone